ClC1=CC=CC(=N1)N1N=CC(=C1)CC(=O)O [1-(6-chloropyridin-2-yl)pyrazol-4-yl]acetic acid